C(/C1=CC=CC=C1)=N\C(C(=O)OCC)CCCC Ethyl (E)-2-(benzylideneamino)hexanoate